C(CCCCCCCCCCCCCCCC)(=O)OC(CO)CO 1,3-dihydroxypropan-2-yl heptadecanoate